N-(4-(2-(2-fluoro-4-methoxyphenyl)propyl)-6-(((R)-1-hydroxy-4-methylpent-2-yl)amino)-1,3,5-triazin-2-yl)methanesulfonamide FC1=C(C=CC(=C1)OC)C(CC1=NC(=NC(=N1)N[C@@H](CO)CC(C)C)NS(=O)(=O)C)C